CC=1C=CC(=NC1)N1C[C@@H](CCC1)NC1=NC=NC(=C1)N1CCOCC1 (R)-N-(1-(5-methylpyridin-2-yl)piperidin-3-yl)-6-morpholinopyrimidin-4-amine